(S)-7-((5-amino-1H-1,2,4-triazol-1-yl)methyl)-4-(cyclopropylethynyl)-4-(1,1-difluoroethyl)-6-fluoro-3,4-dihydroquinazolin-2(1H)-one NC1=NC=NN1CC1=C(C=C2[C@](NC(NC2=C1)=O)(C(C)(F)F)C#CC1CC1)F